((1S,6R,7R)-3-(3-(2-chloro-3-(oxazol-2-yl)phenyl)-1H-pyrazolo[3,4-b]pyrazin-6-yl)-7-(2-fluorophenyl)-3-azabicyclo[4.1.0]heptan-7-yl)methanamine ClC1=C(C=CC=C1C=1OC=CN1)C1=NNC2=NC(=CN=C21)N2C[C@@H]1[C@]([C@@H]1CC2)(C2=C(C=CC=C2)F)CN